C1(CC1)N1N=CC2=CC=C(C(=C12)OC([2H])([2H])[2H])NC(OC(C)(C)C)=O Tert-butyl (1-cyclopropyl-7-(methoxy-d3)-1H-indazol-6-yl)carbamate